methyl 2-[3-chloro-5-(4,4,5,5-tetramethyl-1,3,2-dioxaborolan-2-yl)phenyl]acetate ClC=1C=C(C=C(C1)B1OC(C(O1)(C)C)(C)C)CC(=O)OC